ethyl 4,7-difluoroindane-2-carboxylate FC1=C2CC(CC2=C(C=C1)F)C(=O)OCC